[4-{5-((1-Methyl-3-(pyridine-2-yl)-1H-pyrazol-4-yl)carbamoyl)furan-2-yl}-1H-pyrazol-1-yl]methyl dihydrogen phosphate P(=O)(OCN1N=CC(=C1)C=1OC(=CC1)C(NC=1C(=NN(C1)C)C1=NC=CC=C1)=O)(O)O